C(C)(C)(C)OC(=O)N[C@@H]1CN(C[C@@H]1C#C)C(=O)OCC1=CC=CC=C1 benzyl (3S,4S)-3-((tert-butoxycarbonyl)amino)-4-ethynylpyrrolidine-1-carboxylate